Ethyl 5-(1-phenyl-1H-pyrazol-5-yl)-1,3-oxazole-4-carboxylate C1(=CC=CC=C1)N1N=CC=C1C1=C(N=CO1)C(=O)OCC